FC1(CC(C1)(C)CN1N=C(C(=C1C(=O)NC1=CC(=NC=C1)S(N)(=O)=O)C)C(C)(F)F)F 1-((3,3-difluoro-1-methylcyclobutyl)methyl)-3-(1,1-difluoroethyl)-4-methyl-N-(2-sulfamoylpyridin-4-yl)-1H-pyrazole-5-carboxamide